COC(C1=C(C(=CC=C1)S(=O)(=O)Cl)F)=O 3-(chlorosulfonyl)fluorobenzoic acid methyl ester